C[Si](C)(C)C#CC1=CC=C(N=N1)N 6-((trimethylsilyl)ethynyl)pyridazin-3-amine